C(C)(C)(C1=CC=CC=C1)OOC(C)(C)C1=CC(=CC(=C1)C(C)(C)OOC(C)(C)C1=CC=CC=C1)C(C)(C)OOC(C)(C)C1=CC=CC=C1 1,3,5-tris(cumyl-peroxyisopropyl)benzene